ClC1=C(C=C(C(=C1)NC(=O)N1[C@@H]2CC=3C(=CNC(C3)=O)[C@H]1CC2)F)C=2C=CC(=NC2)OC2CN(CC2)C(=O)OC(C)(C)C tert-butyl 3-((5-(2-chloro-5-fluoro-4-((6S,9R)-3-oxo-3,5,6,7,8,9-hexahydro-2H-6,9-epiminocyclohepta[c]pyridine-10-carboxamido)phenyl)pyridin-2-yl)oxy)pyrrolidine-1-carboxylate